2-isobutyl-6-(3-(methylamino)azetidin-1-yl)pyrimidin-4-amine C(C(C)C)C1=NC(=CC(=N1)N)N1CC(C1)NC